FC=1C=C(C=CC1F)N1C(CCC[C@H]1C1=NC2=C(N1[C@H]1CC3=C(N=CS3)CC1)C=CC(=C2)C=2C(=NOC2C)C)=O (S)-1-(3,4-difluorophenyl)-6-(5-(3,5-dimethylisoxazol-4-yl)-1-((R)-4,5,6,7-tetrahydrobenzo[d]thiazol-6-yl)-1H-benzo[d]imidazol-2-yl)piperidin-2-one